FC=1C(=NC(=NC1)N1CCC(CC1)C(=O)O)N1N=CC=C1 1-(5-fluoro-4-pyrazol-1-yl-pyrimidin-2-yl)piperidine-4-carboxylic acid